C1(CCC1)CN(S(=O)=O)C=CC1=CC=C(C=C1)OC N-(cyclobutylmethyl)-N-(4-methoxyphenyl)vinylsulfonamide